OC=1C(=C(C=C(C1)OC)CCC1=CC=CC=C1)O dihydroxy-5-methoxybibenzyl